(E)-((dec-3-en-1-yloxy)methyl)benzene C(C\C=C\CCCCCC)OCC1=CC=CC=C1